BrC(P(=O)(OCC)OCC)(F)F [[bromo(difluoro)methyl]-ethoxy-phosphoryl]oxyethane